CN(CCN(C=1C(=CC(=C(C1)OC)NC1=NC=NC(=N1)N1CC2(C3=NC(=CC=C31)C)CCC2)N)C)C N1-(2-(dimethylamino)ethyl)-5-methoxy-N1-methyl-N4-(4-(5'-methylspiro[cyclobutane-1,3'-pyrrolo[3,2-b]pyridin]-1'(2'H)-yl)-1,3,5-triazin-2-yl)benzene-1,2,4-triamine